FC=1C=C(OCC=2C=CC(=C(C2)NC(=O)C2N(C(OC2)=O)C)OC)C=CC1F N-(5-((3,4-Difluorophenoxy)methyl)-2-methoxyphenyl)-3-methyl-2-oxo-oxazolidine-4-carboxamide